CC(CC[Si](OCC)(OCC)C)(C)C (3,3-dimethylbutyl)methyldiethoxysilane